dimethyl-1,3-dioxolane-4-methanol CC1(OCC(O1)CO)C